BrC1=CC2=C(C(N(CCS2(=O)=O)C(=O)OC(C)(C)C)=O)S1 tert-butyl 7-bromo-5-oxo-2,3-dihydrothieno[2,3-f][1,4]thiazepine-4(5H)-carboxylate 1,1-dioxide